COC(CCCO[Ti])(OC)OC Trimethoxyn-butoxytitanium